tert-butyl 4-[3-(2,4-dioxohexahydropyrimidin-1-yl)pyrazolo[1,5-a]pyridin-6-yl]piperidine-1-carboxylate O=C1N(CCC(N1)=O)C=1C=NN2C1C=CC(=C2)C2CCN(CC2)C(=O)OC(C)(C)C